(S)-2-(8-fluoro-4-oxo-benzo[d][1,2,3]triazin-3(4H)-yl)-N-(1-p-tolylethyl)acetamide FC1=CC=CC2=C1N=NN(C2=O)CC(=O)N[C@@H](C)C2=CC=C(C=C2)C